COC1=NC=CC2=C(C=CC=C12)C=1N(C(=CN1)C(=O)O)C(F)(F)F 2-(1-methoxyisoquinolin-5-yl)-1-(trifluoromethyl)-1H-imidazole-5-carboxylic acid